FC1(CCC(N(C1)C(CN1C[C@H](OC[C@H]1C)C)C1=CN=C(S1)NC(OC(C)(C)C)=O)=O)F tert-butyl (5-(1-(5,5-difluoro-2-oxopiperidin-1-yl)-2-((2R,5R)-2,5-dimethylmorpholino)ethyl)thiazol-2-yl)carbamate